NC1CCN(CC1)C1=CC(=C(C(=N1)C1=CC(=NC=C1)C)C1=CC(=C(C=C1)OC)O)O 6-(4-aminopiperidin-1-yl)-3-(3-hydroxy-4-methoxyphenyl)-2'-methyl-[2,4'-bipyridine]-4-ol